CC1=CC(CC(C1)C=CC)O 3-methyl-5-(1-propenyl)-2-cyclohexen-1-ol